disodium 4,4'-bis{[4-phenylamino-6-morpholino-s-triazin-2-yl]-amino}-2,2'-stilbenedisulfonate C1(=CC=CC=C1)NC1=NC(=NC(=N1)N1CCOCC1)NC=1C=C(C(=CC1)C=CC=1C(=CC(=CC1)NC1=NC(=NC(=N1)NC1=CC=CC=C1)N1CCOCC1)S(=O)(=O)[O-])S(=O)(=O)[O-].[Na+].[Na+]